C1(CC1)[C@H](C)N1C(C=2C(=NC(=CC2C1)C1=C(N=C(S1)NC(=O)NC)C)N1C(CCC1)=O)=O (S)-1-(5-(2-(1-cyclopropylethyl)-3-oxo-4-(2-oxopyrrolidin-1-yl)-2,3-dihydro-1H-pyrrolo[3,4-c]pyridin-6-yl)-4-methylthiazol-2-yl)-3-methylurea